C1(=CC=CC=C1)CCOC(CC1=CC=CC=C1)=O Phenylacetic acid phenylethyl ester